CN1C(=C(C=C1)CO)C(F)(F)F [1-Methyl-2-(trifluoromethyl)pyrrol-3-yl]methanol